C(C#C)OC1=NC=NC(N1)=O 6-propargyloxy-1,3,5-triazin-2(1H)-one